COC(C1=CC(=C(C(=C1)OCOC)C(C)C)OCOC)=O 3,5-bis[(methoxymethyl)oxy]-4-isopropyl-benzoic acid methyl ester